FC(C)(F)[C@@H]1C[C@@H](N(CC1)C(=O)N[C@@H](C)\C=C\S(=O)(=O)C)C1=CC=CC=C1 (2R,4S)-4-(1,1-difluoroethyl)-N-((S,E)-4-(methylsulfonyl)but-3-en-2-yl)-2-phenylpiperidine-1-carboxamide